C1(CCCCCCC1)OCC1C2C=CC(C1)C2 5-cyclooctyloxymethyl-bicyclo[2.2.1]Hept-2-ene